3-{4-[5-(cyclopropylcarbamoyl)-2-methylphenyl]-1H-pyrazol-1-yl}imidazo[1,2-a]pyridine-6-carboxylic acid C1(CC1)NC(=O)C=1C=CC(=C(C1)C=1C=NN(C1)C1=CN=C2N1C=C(C=C2)C(=O)O)C